C[C@@H]1O[C@@H](CN(C1)C=1C(=C(C=CC1)C1=NC2=CC(=NC=C2C=C1)CNC(C1=CC(=C(C=C1)C)S(=O)(=O)C)=O)F)C N-((2-(3-((cis)-2,6-dimethylmorpholino)-2-fluorophenyl)-1,6-naphthyridin-7-yl)methyl)-4-methyl-3-(methylsulfonyl)benzamide